FC=1C=C2C(C(=CN(C2=CC1F)C1=C(C=C(C=C1)OCC1=CC=C(C=C1)OC)F)C(=O)OCC)=O ethyl 6,7-difluoro-1-[2-fluoro-4-[(4-methoxyphenyl)methoxy]phenyl]-4-oxoquinoline-3-carboxylate